(E)-N'-(4-nitro-2-hydroxybenzylidene)furan-2-carbohydrazide [N+](=O)([O-])C1=CC(=C(\C=N\NC(=O)C=2OC=CC2)C=C1)O